3,5-dichloro-N-(3-chloro-1-ethyl-1-methyl-2-oxopropyl)-4-methyl-benzamide ClC=1C=C(C(=O)NC(C(CCl)=O)(C)CC)C=C(C1C)Cl